C(C)(C)(C)OC(=O)NC[C@@H]1CC[C@H](CC1)C(=O)O trans-4-(tert-Butoxycarbonylaminomethyl)cyclohexanecarboxylic acid